C(N)(OCCC1=CNC2=CC=CC=C12)=O (2-(1H-indol-3-yl) ethyl) carbamate